3-(4-chlorophenyl)-4-(thiophene-2-yl)-4,5-dihydro-1H-pyrazole ClC1=CC=C(C=C1)C1=NNCC1C=1SC=CC1